4-(2,4-Dimethoxyphenyl)-1H-phenalen-1-one COC1=C(C=CC(=C1)OC)C1=C2C=CC(C=3C=CC=C(C=C1)C32)=O